CCCCC/C=C\C/C=C\C/C=C\CCCCC(=O)OC[C@H](COP(=O)([O-])OCC[N+](C)(C)C)OC(=O)CCCC/C=C\C/C=C\C/C=C\C/C=C\CC 1-(6Z,9Z,12Z-octadecatrienoyl)-2-(6Z,9Z,12Z,15Z-octadecatetraenoyl)-glycero-3-phosphocholine